phenyl-2',3'-dihydrospiro[cyclohexane-1,1'-indene]-4-one C1(=CC=CC=C1)C1C2(C3=CC=CC=C3C1)CCC(CC2)=O